3-{4-[(3R)-3-(trifluoromethoxy)pyrrolidin-1-yl]-1H-pyrazol-1-yl}bicyclo[1.1.1]pentan-1-amine FC(O[C@H]1CN(CC1)C=1C=NN(C1)C12CC(C1)(C2)N)(F)F